(1S,3S)-3-Aminocyclopentanol hydrochloride Cl.N[C@@H]1C[C@H](CC1)O